8-isopropyl-8-azabicyclo[3.2.1]octane-3-sulfonamide C(C)(C)N1C2CC(CC1CC2)S(=O)(=O)N